methyl N-[5-[6-[(4-fluoro-3-methoxy-phenyl)-methyl-carbamoyl]imidazo[4,5-c]pyridin-1-yl]-2-pyridyl]carbamate FC1=C(C=C(C=C1)N(C(=O)C1=CC2=C(C=N1)N=CN2C=2C=CC(=NC2)NC(OC)=O)C)OC